ClC1=CC(=C(N=N1)NC[C@H]1OCC1)S(=O)(=O)C1=CC=CC=C1 (S)-6-chloro-N-(oxetan-2-ylmethyl)-4-(phenylsulfonyl)pyridazin-3-amine